BrC=1C(NN(C1[C@@H]1[C@H](C(N(C1)C)=O)C(=O)NC1=C(SC=C1)F)C)Cl (3S,4R)-4-(4-bromo-3-chloro-1-methyl-3H-pyrazol-5-yl)-N-(2-fluoro-3-thienyl)-1-methyl-2-oxo-pyrrolidine-3-carboxamide